2-(Diethylamino)ethyl 3-(1-((tert-butoxycarbonyl)(methyl)amino)ethyl)pyrazine-2-carboxylate C(C)(C)(C)OC(=O)N(C(C)C=1C(=NC=CN1)C(=O)OCCN(CC)CC)C